NC1CC(C1)CNC(=O)C1=C(C=C(C=C1)NC(=O)C=1N(C(=CN1)C1=C(C(=C(C=C1)OC)F)F)C)Cl N-[4-[(3-aminocyclobutyl)methylcarbamoyl]-3-chloro-phenyl]-5-(2,3-difluoro-4-methoxyphenyl)-1-methyl-imidazole-2-carboxamide